COC(C1=CC(=C(C=C1)C(=C)C)OC)=O 3-Methoxy-4-(prop-1-en-2-yl)benzoic acid methyl ester